C[C@H]1[C@H]([C@H]([C@@H]([C@@H](O1)O[C@@H]2[C@H]([C@H]([C@H](O[C@H]2O[C@H]3[C@H]([C@H](OC([C@@H]3NC(=O)C)O)CO)O)CO)O)O[C@@H]4[C@@H]([C@H]([C@H]([C@H](O4)CO)O)O)NC(=O)C)O)O)O The molecule is a branched amino tetrasaccharide comprising N-acetyl-D-galactosamine at the reducing end with a N-acetyl-alpha-D-galactosaminyl-(1->3)-[alpha-L-fucosyl-(1->2)]-beta-D-galactosyl moiety attached at the 3-position. It is an amino tetrasaccharide and a galactosamine oligosaccharide.